(1-((1-methyl-5-(trifluoromethyl)-1H-pyrazol-3-yl)methyl)-1H-pyrazol-4-yl)methylamine hydrochloride Cl.CN1N=C(C=C1C(F)(F)F)CN1N=CC(=C1)CN